FC=1C=C(C=CC1F)C1=NC(=CC=2N1N=C(N2)C)NC(=O)NC 1-[5-(3,4-difluorophenyl)-2-methyl-[1,2,4]triazolo[1,5-c]pyrimidin-7-yl]-3-methylurea